2-(3-(trifluoromethyl)phenoxy)nicotinoyl chloride FC(C=1C=C(OC2=C(C(=O)Cl)C=CC=N2)C=CC1)(F)F